2-[(3R)-3-[(6-chloro-5-methylpyridazin-3-yl)amino]piperidin-1-yl]-1-(3-hydroxypyrrolidin-1-yl)ethanone ClC1=C(C=C(N=N1)N[C@H]1CN(CCC1)CC(=O)N1CC(CC1)O)C